((2R,3S,5R)-3-acetoxy-5-(5-(naphthalen-1-ylmethylcarbamoyl)-2,4-dioxo-3,4-dihydropyrimidin-1(2H)-yl)tetrahydrofuran-2-yl)methyl acetate C(C)(=O)OC[C@H]1O[C@H](C[C@@H]1OC(C)=O)N1C(NC(C(=C1)C(NCC1=CC=CC2=CC=CC=C12)=O)=O)=O